prolineOarginine-methoxynitroanilide COC1=C(N(C([C@@H](NN2[C@@H](CCC2)C(=O)O)CCCNC(N)=N)=O)[N+](=O)[O-])C=CC=C1